CC1=CC=CC(=N1)OC(=O)N1N=CC=C1 (6-methylpyridin-2-yl)-1H-pyrazole-1-carboxylate